FC1=C(C(=CC=C1)F)S(=O)(=O)NC1=C(C(=CC=C1)C=1N=C(SC1C1=NC(=NC=C1)SC)N1C2CN(CC1CC2)C)F 2,6-difluoro-N-(2-fluoro-3-(2-(3-methyl-3,8-diazabicyclo[3.2.1]-oct-8-yl)-5-(2-(methylsulfanyl)pyrimidin-4-yl)thiazol-4-yl)phenyl)benzenesulfonamide